3-Methyl-5-(N-phenethyl-N-(2-(4-(thiophene-3-carbonyl)piperazin-1-yl)phenyl)sulfamoyl)benzofuran CC1=COC2=C1C=C(C=C2)S(N(C2=C(C=CC=C2)N2CCN(CC2)C(=O)C2=CSC=C2)CCC2=CC=CC=C2)(=O)=O